C(#N)C(C(=O)OC(C)(C)C)=C(C1=CC=CC=C1)C1=CC(=C(C(=C1)C(C)C)O)C(C)C tert-butyl 2-cyano-3-(4-hydroxy-3,5-diisopropylphenyl)-3-phenylacrylate